C(C)O[P]OCC diethyl-oxyphosphorus